2-(7-(4-ethyl-4-azaspiro[2.5]oct-6-en-7-yl)imidazo[1,2-a]pyrimidin-2-yl)-5-(2H-1,2,3-triazol-2-yl)pyridin-3-ol C(C)N1C2(CC2)CC(=CC1)C1=NC=2N(C=C1)C=C(N2)C2=NC=C(C=C2O)N2N=CC=N2